N[C@@H]1C2=CC=CC=C2CC12CCN(CC2)C=2N=CC(=NC2CO)C#CCNC=2C=C(C=CC2)NC(C)=O (S)-N-(3-((3-(5-(1-amino-1,3-dihydrospiro[indene-2,4'-piperidin]-1'-yl)-6-(hydroxylmethyl)pyrazin-2-yl)prop-2-yn-1-yl)amino)phenyl)acetamide